CC1(N(CCCCC1)S(=O)(=O)C=1C=CC(=C2CCC(C12)=O)F)C 7-((2,2-Dimethylazepan-1-yl)sulfonyl)-4-fluoro-2,3-dihydro-1H-inden-1-one